BrC=1C=C(C=CC1OC)CC(=O)O 2-(3-bromo-4-methoxy-phenyl)acetic acid